5-[3-fluoro-5-[3-(piperidine-1-carbonyl)pyrazolo[1,5-a]pyridin-7-yl]-2-pyridyl]-3H-1,3,4-oxadiazol-2-one FC=1C(=NC=C(C1)C1=CC=CC=2N1N=CC2C(=O)N2CCCCC2)C2=NNC(O2)=O